COC1=CC=C(C=C1)C(C1=CC(=C(C=C1O)NCC(F)(F)F)F)C1=CC(=C(C=C1O)NCC(F)(F)F)F 6,6'-((4-methoxyphenyl)methylene)bis(4-fluoro-3-((2,2,2-trifluoroethyl)amino)phenol)